[Ni].N1=C(C=CC=C1)C1=NC=CC=C1 2,2'-bipyridine nickel